NC1=NC=NN2C1=C(C=C2C=2C=C(C(=C(C(=O)N[C@@H]1CN(C[C@@H]1F)C([C@@](C(F)(F)F)(C)O)=O)C2)Cl)F)C(F)(F)F 5-[4-amino-5-(trifluoromethyl)pyrrolo-[2,1-f][1,2,4]triazin-7-yl]-2-chloro-3-fluoro-N-[(3R,4S)-4-fluoro-1-[(2R)-3,3,3-trifluoro-2-hydroxy-2-methyl-propanoyl]pyrrolidin-3-yl]benzamide